O[C@H]1C[C@H]2C[C@@H]([C@H]3[C@@H]4CC[C@H]([C@@H](CCC(=O)OC)C)[C@]4(CC[C@@H]3[C@]2(CC1)C)C)O Methyl 3α,7β-dihydroxy-5β-cholanoate